BrC1=CC=C(C=C1)C1=C(C(C=2C(=NC(=CC2O1)OC)OC)=O)O (4-bromophenyl)-3-hydroxy-5,7-dimethoxy-4H-pyrano[3,2-c]pyridin-4-one